3-amino-3-{[4-(cyclohexyloxy)-1-methoxy-1,4-dioxobutan-2-yl]carbamoyl}propanoic acid NC(CC(=O)O)C(NC(C(=O)OC)CC(=O)OC1CCCCC1)=O